ClC=1C(=NN2C1CN(CCC2)S(=O)(=O)C2=C(C=CC=C2)[N+](=O)[O-])C(=N)NO 3-chloro-N-hydroxy-5-(2-nitrophenyl)sulfonyl-4,6,7,8-tetrahydropyrazolo[1,5-a][1,4]diazepine-2-carboxamidine